C(=O)O.COC1=CC2=C3CCCCC3=C(N=C2C=C1OCCCN1CCCC1)NC(C)C 2-methoxy-N-(propan-2-yl)-3-[3-(pyrrolidin-1-yl)propoxy]-7,8,9,10-tetrahydrophenanthridin-6-amine formate